C1CCC2=C(C=CC=C12)C1=C(C=C2C(=N1)C(=NN2COCC[Si](C)(C)C)C=2C=CC(=NC2)C2N(CC2)C(=O)O)OC (5-(5-(2,3-dihydro-1H-inden-4-yl)-6-methoxy-1-((2-(trimethylsilyl)ethoxy)methyl)-1H-pyrazolo[4,3-b]pyridin-3-yl)pyridin-2-yl)azetidine-1-carboxylic acid